6-(4-fluoro-1-(pyrazolo[1,5-a]pyrimidin-3-ylsulfonyl)piperidin-4-yl)-7-methyl-[1,2,4]triazolo[1,5-a]pyridine FC1(CCN(CC1)S(=O)(=O)C=1C=NN2C1N=CC=C2)C=2C(=CC=1N(C2)N=CN1)C